COCC(=O)N1CCC(CC1)CN1N=C2C3=C(CCC2=C1)OC(=C3C(F)(F)F)C(=O)NC[C@H]3OCCC3 2-{[1-(Methoxyacetyl)piperidin-4-yl]methyl}-N-{[(2S)-oxolan-2-yl]methyl}-8-(trifluoromethyl)-4,5-dihydro-2H-furo[2,3-g]indazole-7-carboxamide